CC1=C(C=C(C=C1)NC(=O)N1C[C@@H](CC1)SC(F)(F)F)C=1C=NC(=C(C1)N1CCOCC1)OC1CCOCC1 (3R)-N-[4-methyl-3-[5-(morpholin-4-yl)-6-(oxan-4-yloxy)pyridin-3-yl]phenyl]-3-[(trifluoromethyl)sulfanyl]pyrrolidine-1-carboxamide